N-methyl-N,N-didecyl-ammonium tetrakis(perfluorophenyl)borate FC1=C(C(=C(C(=C1F)F)F)F)[B-](C1=C(C(=C(C(=C1F)F)F)F)F)(C1=C(C(=C(C(=C1F)F)F)F)F)C1=C(C(=C(C(=C1F)F)F)F)F.C[NH+](CCCCCCCCCC)CCCCCCCCCC